BrC1=CC=C(C=C1)C1=CC(=NC(=C1)C1=CC=CC=C1)C1=CC=CC=C1 4-(4-bromophenyl)-2,6-diphenylpyridine